ClC1=NC=2CCN(CC2C=C1)C(=O)OCC1=CC=CC=C1 benzyl 2-chloro-7,8-dihydro-1,6-naphthyridine-6(5H)-carboxylate